C1(CC1)C=1C=C(OC=2C=NC=C(C2C(=O)NC[C@H](F)C2=C(C=C(C=C2)Cl)Cl)C)C=CC1 3-(3-cyclopropyl-phenoxy)-N-[(2R)-2-(2,4-dichlorophenyl)-2-fluoro-ethyl]-5-methyl-pyridine-4-carboxamide